methyl 1-(6-((3-(o-tolyl)propioloyl)oxy)pyridin-2-yl)piperidine-2-carboxylate C1(=C(C=CC=C1)C#CC(=O)OC1=CC=CC(=N1)N1C(CCCC1)C(=O)OC)C